(3S)-4-({4-[(2-amino-4-chloro-5H-pyrrolo[3,2-d]pyrimidin-5-yl)methyl]-3-methoxyphenyl}methyl)-3-(fluoromethyl)piperazine-1-carboxylic acid tert-butyl ester C(C)(C)(C)OC(=O)N1C[C@H](N(CC1)CC1=CC(=C(C=C1)CN1C=CC=2N=C(N=C(C21)Cl)N)OC)CF